NC1=NC=CC(=N1)C=1C=C(OC2=C(C=C(C=C2)NC(=O)C=2C(N(C(=CC2)C)C2=CC=C(C=C2)F)=O)F)C=CC1O N-(4-(3-(2-aminopyrimidin-4-yl)-4-hydroxyphenoxy)-3-fluorophenyl)-1-(4-fluorophenyl)-6-methyl-2-oxo-1,2-dihydropyridine-3-carboxamide